FC1=CC=C2C(=N1)C(CN2)(C)C 5-fluoro-3,3-dimethyl-2,3-dihydro-1H-pyrrolo[3,2-b]pyridine